tetrabromodiphenyl-propane BrCC(C(Br)(Br)Br)(C1=CC=CC=C1)C1=CC=CC=C1